NC1=CC(=C(C=C1)C1=NN(C2=C1C(=NC=C2)NCC2=C(C=C(C=C2)OC)OC)C2CCN(CC2)C(C(C)C)=O)F 1-(4-(3-(4-amino-2-fluorophenyl)-4-((2,4-dimethoxybenzyl)amino)-1H-pyrazolo[4,3-c]pyridin-1-yl)piperidin-1-yl)-2-methylpropan-1-one